4-methyl-6-bromo-8-(N-methyl-3-aminopropoxy)quinazoline CC1=NC=NC2=C(C=C(C=C12)Br)OCCCNC